N-(2-(4-((1S,4S)-2-oxa-5-azabicyclo[2.2.1]heptane-5-yl)piperidine-1-yl)-4-methoxy-5-((6-((R)-3-(naphthalene-1-yl)isoxazolidine-2-yl)pyrimidine-4-yl)amino)phenyl)acrylamide [C@@H]12OC[C@@H](N(C1)C1CCN(CC1)C1=C(C=C(C(=C1)OC)NC1=NC=NC(=C1)N1OCC[C@@H]1C1=CC=CC3=CC=CC=C13)NC(C=C)=O)C2